ClC=1C=C(C=CC1)[C@H]1C[C@H](C(O[C@H]1C1=CC=C(C=C1)Cl)=O)C (3r,5r,6r)-5-(3-chlorophenyl)-6-(4-chlorophenyl)-3-methyltetrahydro-2H-pyran-2-one